5-(2-amino-[1,2,4]triazolo[1,5-a]pyridin-7-yl)-N-(2-(((2R,6S)-2,6-dimethyltetrahydro-2H-pyran-4-yl)oxy)-3-fluorobenzyl)-2-methoxy-6-methylnicotinamide NC1=NN2C(C=C(C=C2)C=2C(=NC(=C(C(=O)NCC3=C(C(=CC=C3)F)OC3C[C@H](O[C@H](C3)C)C)C2)OC)C)=N1